3-((4-(((tert-butyldimethylsilyl)oxy)methyl)-5-methylthiazol-2-yl)(methyl)amino)propionitrile [Si](C)(C)(C(C)(C)C)OCC=1N=C(SC1C)N(CCC#N)C